2-benzyloxy-4-bromo-benzaldehyde C(C1=CC=CC=C1)OC1=C(C=O)C=CC(=C1)Br